2-((R)-3-(1-(1-((R)-1-(2,4-dichlorophenyl) ethyl)-3-(trifluoromethyl)-1H-pyrazolo[3,4-b]pyrazin-6-yl) azetidin-3-yl) piperidin-1-yl) ethan-1-olate C(C(=O)ON1C[C@H](CCC1)C1CN(C1)C1=CN=C2C(=N1)N(N=C2C(F)(F)F)[C@H](C)C2=C(C=C(C=C2)Cl)Cl)O